3-(ethoxycarbonyl)benzenediazonium tetrafluoroborate F[B-](F)(F)F.C(C)OC(=O)C=1C=C(C=CC1)[N+]#N